FC(CCSC=1N(C(=CC1)C)C1=NC=CC=C1)(C(C(C(C(C(C(C(F)(F)F)(F)F)(F)F)(F)F)(F)F)(F)F)(F)F)F 2-(2-((3,3,4,4,5,5,6,6,7,7,8,8,9,9,10,10,10-heptadecafluorodecyl)thio)-5-methyl-1H-pyrrol-1-yl)pyridine